C1(=CC=C(C=C1)C1CO1)C1=CC=CC=C1 2-{[1,1-biphenyl]-4-yl} ethylene oxide